ethyl 4-((methylsulfonyl)oxy)cyclohexane-1-carboxylate CS(=O)(=O)OC1CCC(CC1)C(=O)OCC